ClC(CC(Cl)(Cl)Cl)(Cl)Cl 1,1,1,3,3,3-hexachloropropane